(E)-tert-butyl (2-(2-(2-methoxyethoxy)vinyl)-4-methyl-5-oxo-5,6,7,8-tetrahydro-4H-pyrazolo[1,5-a][1,3]diazepin-6-yl)carbamate COCCO/C=C/C1=NN2C(N(C(C(CC2)NC(OC(C)(C)C)=O)=O)C)=C1